gamma-hydroxypentanoic acid OC(CCC(=O)O)C